CN(C(CC1=C(C(=O)NC=2C=CC=C3C=CC=NC23)C(=CC(=C1)C)C)=O)C 2-(2-(dimethylamino)-2-oxoethyl)-4,6-dimethyl-N-(quinolin-8-yl)benzamide